ClC1=C(C=CC=C1)NNC(CCC(NC1=CC=CC=C1)=C1C(NCC1=O)=O)=O N'-(2-chlorophenyl)-4-(2,4-dioxopyrrolidin-3-ylidene)-4-(phenylamino)butyryl-hydrazine